[N+](=O)([O-])C1=CC=C(OC2CCNCC2)C=C1 4-(4-Nitrophenoxy)piperidine